[N+](=O)([O-])C1=CC=C(OC(=O)O[C@H](CCC(=O)OCC2=CC=CC=C2)CCCCCCCC)C=C1 benzyl (S)-4-(((4-nitrophenoxy)carbonyl)oxy)dodecanoate